OC1N(C(C2=CC(=CC=C12)C(F)(F)F)=O)CC=1OC=C(C(C1)=O)O 3-hydroxy-2-((5-hydroxy-4-oxo-4H-pyran-2-yl)methyl)-6-(trifluoromethyl)isoindolin-1-one